1-[(2,3-dihydro-1H-inden-5-yl)sulfonyl]-N-[2-(1,1-dimethylethyl)-5-benzoxazolyl]-4-piperidinecarboxamide C1CCC2=CC(=CC=C12)S(=O)(=O)N1CCC(CC1)C(=O)NC=1C=CC2=C(N=C(O2)C(C)(C)C)C1